N=1C=C(N2C1C=CC=C2)C(=O)N2CC1=C(CC2)C(=CS1)C(=O)NC1=CC(=CC(=C1)C(F)(F)F)CN1CCN(CC1)C 6-(imidazo[1,2-a]pyridine-3-carbonyl)-N-(3-((4-meth-ylpiperazin-1-yl)methyl)-5-(trifluoromethyl)phenyl)-4,5,6,7-tetrahydrothieno-[2,3-c]pyridine-3-carboxamide